tert-butyl 3-[4-(trifluoromethyl)phenyl]piperazine-1-carboxylate FC(C1=CC=C(C=C1)C1CN(CCN1)C(=O)OC(C)(C)C)(F)F